FCCCN1N=CN=C1C(=O)N (3-fluoropropyl)-1H-1,2,4-triazole-5-carboxamide